tert-butyl (R)-(4-(cyclobutyl(methyl)amino)-1-(phenylthio)butan-2-yl)carbamate C1(CCC1)N(CC[C@H](CSC1=CC=CC=C1)NC(OC(C)(C)C)=O)C